((6-methoxynaphthalen-2-yl)methyl)trimethylstannane COC=1C=C2C=CC(=CC2=CC1)C[Sn](C)(C)C